4-fluoro-2-(6-((S)-3-(((1r,3R)-3-fluorocyclobutyl)amino)pyrrolidin-1-yl)pyridazin-3-yl)-5-(2-methylthiazol-5-yl)phenol FC1=CC(=C(C=C1C1=CN=C(S1)C)O)C=1N=NC(=CC1)N1C[C@H](CC1)NC1CC(C1)F